1-(6-((4-(4-((1R,2S)-6-hydroxy-2-phenyl-1,2,3,4-tetrahydronaphthalen-1-yl)phenyl)piperazin-1-yl)methyl)pyridazin-3-yl)dihydropyrimidine-2,4(1H,3H)-dione OC=1C=C2CC[C@@H]([C@@H](C2=CC1)C1=CC=C(C=C1)N1CCN(CC1)CC1=CC=C(N=N1)N1C(NC(CC1)=O)=O)C1=CC=CC=C1